C1(=CC=CC=C1)N(C1=CC=C(C=C1)C1OC=2C(=C1OS(=O)(=O)C1=CC=CC=C1)C(C=CC2)=O)C2=CC=CC=C2 2-(4-(diphenylamino) phenyl)-4-oxo-4H-benzofuran-3-yl-benzenesulfonate